C(#C)C=1C=C(C=CC1)NC1=NC=NC2=CC(=C(C=C12)OCCCCCCC(=O)NO)OC 7-((4-((3-ethynylphenyl)amino)-7-methoxyquinazolin-6-yl)oxy)-N-hydroxyheptanamide